BrC1=C(C=CC2=C1C=C(O2)C(=O)O)N2CCN(CC2)CC2=CC=C(C=C2)F 4-bromo-5-[4-(4-fluoro-benzyl)-piperazin-1-yl]-benzofuran-2-carboxylic acid